C1(=CC=C(C=C1)CCSC=1OC(=NN1)COC1=CC=C(C=C1)Cl)C1=CC=CC=C1 1-((1,1'-biphenyl)-4-yl)-2-((5-((4-chlorophenoxy)methyl)-1,3,4-oxadiazol-2-yl)thio)ethane